CN1N=CC(=C1)CNC=1C(C(C1NCC1=NC=C(C=C1)C1=NOC(=N1)C(F)(F)F)=O)=O 3-(((1-methyl-1H-pyrazol-4-yl)methyl)amino)-4-(((5-(5-(trifluoromethyl)-1,2,4-oxadiazol-3-yl)pyridin-2-yl)methyl)amino)cyclobut-3-ene-1,2-dione